C(C)(=O)N[C@H]1C(O)O[C@@H]([C@@H]([C@@H]1O)O)CO 2-(acetamido)-2-deoxy-D-galactopyranose